dihydrocurcumin COC1=C(C=CC(=C1)CCC(=O)CC(=O)/C=C/C2=CC(=C(C=C2)O)OC)O